3-(phenylamino)propyl-triethoxysilane Ethyl-1-(4-chloro-2-fluorobenzyl)-1H-pyrazole-3-carboxylate C(C)OC(=O)C1=NN(C=C1)CC1=C(C=C(C=C1)Cl)F.C1(=CC=CC=C1)NCCC[Si](OCC)(OCC)OCC